FC(N1N=NC(=C1)C=1C=C(C=CC1C#N)C1=CC=C(C=C1)F)F 3-(1-(difluoromethyl)-1H-1,2,3-triazol-4-yl)-4'-fluoro-[1,1'-biphenyl]-4-carbonitrile